C[Si](C)(C)CC1(C=CC=C1)[Li] (trimethylsilylmethyl-cyclopentadienyl)lithium